S(=O)(=O)(OS(=O)(=O)O)OC1=CC=C(/C=C/C2=CC(O)=CC(O)=C2)C=C1 trans-resveratrol 4'-disulfate